BrC=1C(=CC(=C(C1)SC)C(F)(F)F)OC (5-bromo-4-methoxy-2-(trifluoromethyl)phenyl)(methyl)sulfane